C(C)NC(=O)N1CCC2(C=3N(CCC2)N=C(C3)C=3C=C2C(=NC3)NC(=C2)C)CC1 N-ethyl-2'-(2-methyl-1H-pyrrolo[2,3-b]pyridin-5-yl)-6',7'-dihydro-5'H-spiro[piperidine-4,4'-pyrazolo[1,5-a]pyridine]-1-carboxamide